(3-chloro-1-pyridyl)palladium chloride ClC=1CN(C=CC1)[Pd]Cl